2,3,3',4'-biphenyltetracarboxylic acid C1(=C(C(=CC=C1)C(=O)O)C(=O)O)C1=CC(=C(C=C1)C(=O)O)C(=O)O